2-(1-((tetrahydro-2H-thiopyran-4-yl)methyl)-1H-pyrazol-4-yl)quinoxaline S1CCC(CC1)CN1N=CC(=C1)C1=NC2=CC=CC=C2N=C1